tert-butyl (3S)-3-[[4-[1-(benzenesulfonyl)-6-(4-pyridyl)indol-3-yl]-5-(trifluoromethyl)pyrimidin-2-yl]amino]piperidine-1-carboxylate C1(=CC=CC=C1)S(=O)(=O)N1C=C(C2=CC=C(C=C12)C1=CC=NC=C1)C1=NC(=NC=C1C(F)(F)F)N[C@@H]1CN(CCC1)C(=O)OC(C)(C)C